ClC=1C=CC(=C(C1)NC(=O)N1C2CCC1CC=1N=CN=CC12)F (±)-N-(5-chloro-2-fluorophenyl)-6,7,8,9-tetrahydro-5H-5,8-epiminocyclohepta[d]pyrimidine-10-carboxamide